(R)-2'-((triisopropylsilyl)oxy)-[1,1'-binaphthalene]-2-ol C(C)(C)[Si](OC1=C(C2=CC=CC=C2C=C1)C=1C(=CC=C2C=CC=CC12)O)(C(C)C)C(C)C